iodouracil C1=CN(C(=O)NC1=O)I